N-[4-(pentafluoro-λ6-sulfanyl)phenyl]piperidin-4-amine hydrochloride Cl.FS(C1=CC=C(C=C1)NC1CCNCC1)(F)(F)(F)F